C(C)(C)(CC(C)(C)C)N(C(C(=C)C)=O)C(C)(C)CC(C)(C)C N,N-di-tert-octylmethacrylamide